1-((2R,5S)-2,5-dimethylpiperazin-1-yl)prop-2-en-1-one 2,2,2-trifluoroacetate FC(C(=O)O)(F)F.C[C@H]1N(C[C@@H](NC1)C)C(C=C)=O